ClC1=CC=C(C=C1)/C=C/CSC (trans)-(3-(4-chlorophenyl)allyl)(methyl)sulfur